4-(3-(Azetidin-1-yl)-3-(3-(trifluoromethyl)phenethyl)piperidin-1-yl)-2-fluoro-N-(pyrimidin-4-yl)benzenesulfonamide N1(CCC1)C1(CN(CCC1)C1=CC(=C(C=C1)S(=O)(=O)NC1=NC=NC=C1)F)CCC1=CC(=CC=C1)C(F)(F)F